O=C1NC=C(C2=CC=C(C=C12)NC(C(C)C)=O)C1=C(C=CC=C1)C N-(1-oxo-4-(o-tolyl)-1,2-dihydroisoquinolin-7-yl)isobutyramide